C(C)(C)(C)OC(=O)N1CC(OCC1)CNC1=C(N=NC(=C1)Cl)C1=CC=CC=C1 2-(((6-chloro-3-phenylpyridazin-4-yl)amino)methyl)morpholine-4-carboxylic acid tert-butyl ester